NCC12CN(CC(CC1)N2C(=O)OC(C)(C)C)C(C2=CC=CC=C2)(C2=CC=CC=C2)C2=CC=CC=C2 tert-butyl 1-(aminomethyl)-3-trityl-3,8-diazabicyclo[3.2.1]octane-8-carboxylate